CC1=C(C=CC(=C1)C)C=1C(=C(SC1)C(=O)N)C (2,4-dimethylphenyl)-3-methylthiophene-2-carboxamide